O1COCC2=C1C=CC=C2 3,1-benzodioxane